C(CC)C(CC1(CCCCC1)CC(CCCC)CC)CCCCC (2-Propylheptyl)(2-ethylhexyl)cyclohexan